2-cyanoisobutane tert-butyl-((R)-8-((1H-Pyrrolo[3,2-b]pyridin-6-yl)sulfonyl)-1-oxa-8-azaspiro[4.5]decan-3-yl)((S)-2-hydroxy-3-(3-(isopropylsulfonyl)phenoxy)propyl)carbamate C(C)(C)(C)OC(N(C[C@@H](COC1=CC(=CC=C1)S(=O)(=O)C(C)C)O)[C@H]1COC2(C1)CCN(CC2)S(=O)(=O)C=2C=C1C(=NC2)C=CN1)=O.C(#N)C(C)(C)C